1H-benzotriazole-5-carboxylic acid N1N=NC2=C1C=CC(=C2)C(=O)O